ClC=1C=C(C=CC1C=1N(C2=NC=NC(=C2N1)OC1(CC1)C)CC1=NC=CC(=C1)C)N1C(CC1)=O 1-(3-chloro-4-(6-(1-methylcyclopropoxy)-9-((4-methylpyridin-2-yl)methyl)-9H-purin-8-yl)phenyl)azetidin-2-one